N1=C(C=CC=C1)CCNC1=NC=C(C=N1)C(=O)OCC Ethyl 2-((2-(pyridin-2-yl)ethyl)amino)pyrimidine-5-carboxylate